1-[((5s,7s)-3-{[1-(3-cyanophenyl)-1H-1,2,3-triazol-4-yl]methyl}-2-oxo-1-oxa-3-azaspiro[4.5]decan-7-yl)methyl]-1H-benzimidazole-6-carbonitrile C(#N)C=1C=C(C=CC1)N1N=NC(=C1)CN1C(O[C@]2(C1)C[C@H](CCC2)CN2C=NC1=C2C=C(C=C1)C#N)=O